2-mercapto-4,5-diphenyloxazole SC=1OC(=C(N1)C1=CC=CC=C1)C1=CC=CC=C1